FC(C1=C(N)C=CC=C1)(F)F 2-(tri-fluoromethyl)aniline